6-(2-fluorophenoxy)-1-methyl-3-vinyl-1H-pyrrolo[2,3-b]pyridine-2-carboxylic acid methyl ester COC(=O)C1=C(C=2C(=NC(=CC2)OC2=C(C=CC=C2)F)N1C)C=C